(2R)-2-Amino-3-cyclobutyl-propanoic acid N[C@@H](C(=O)O)CC1CCC1